1-[(5-{3-Azabicyclo[3.1.0]hex-3-yl}pyridin-2-yl)methyl]-1H-imidazole-4-carboxylic acid C12CN(CC2C1)C=1C=CC(=NC1)CN1C=NC(=C1)C(=O)O